N-{[(2R)-1,4-dioxan-2-yl]methyl}-4-methyl-2-[(5-methylpyridin-2-yl)methyl]-8-(trifluoromethyl)-2H-furo[2,3-g]indazole-7-carboxamide O1[C@@H](COCC1)CNC(=O)C1=C(C2=C(C=C(C3=CN(N=C23)CC2=NC=C(C=C2)C)C)O1)C(F)(F)F